ClC1=NC(=CC(=C1)OC1CCS(CC1)(=O)=O)Cl 4-((2,6-dichloropyridin-4-yl)oxy)tetrahydro-2H-thiopyran 1,1-dioxide